BrC=1C=C(C2=C(N(C(=N2)[C@H]2CNCC2)C(C)C)C1)F (R)-6-bromo-4-fluoro-1-isopropyl-2-(pyrrolidin-3-yl)-1H-benzo[d]imidazole